oxa-azabicyclo[2.2.1]-heptane N12OCC(CC1)C2